(R)-4-(1-(2-chloro-3-methyl-4-(2-methylbenzoylamino)benzenesulfonylamino)ethyl)piperidine-1-carboxylic acid tert-butyl ester C(C)(C)(C)OC(=O)N1CCC(CC1)[C@@H](C)NS(=O)(=O)C1=C(C(=C(C=C1)NC(C1=C(C=CC=C1)C)=O)C)Cl